(E)-N-(2,6-difluoro-4-(8-(7-methoxy-2,3-dimethyl-5-(trifluoromethyl)-2H-indazol-6-yl)indolizine-3-carbonyl)phenyl)-4-((3-methyloxetan-3-yl)amino)but-2-enamide FC1=C(C(=CC(=C1)C(=O)C1=CC=C2C(=CC=CN12)C=1C(=CC2=C(N(N=C2C1OC)C)C)C(F)(F)F)F)NC(\C=C\CNC1(COC1)C)=O